5-(N-(4-bromophenyl)sulfamoyl)-2-chloro-N-(o-tolyl)benzamide BrC1=CC=C(C=C1)NS(=O)(=O)C=1C=CC(=C(C(=O)NC2=C(C=CC=C2)C)C1)Cl